tert-butyl (3S)-3-[4-[3-cyano-4-(2-pyridylsulfanyl)pyrazolo[1,5-a]pyridin-6-yl]pyrazol-1-yl]piperidine-1-carboxylate C(#N)C=1C=NN2C1C(=CC(=C2)C=2C=NN(C2)[C@@H]2CN(CCC2)C(=O)OC(C)(C)C)SC2=NC=CC=C2